FC=1C=C(C=CC1OC)C=1C=CC=2N(C(C=C(N2)C2CCNCC2)=O)C1 7-(3-fluoro-4-methoxyphenyl)-2-(piperidin-4-yl)-4H-pyrido[1,2-a]pyrimidin-4-one